tert-Butyl 6-(2,4-dioxotetrahydropyrimidin-1(2H)-yl)-4-methyl-1H-indole-1-carboxylate O=C1N(CCC(N1)=O)C1=CC(=C2C=CN(C2=C1)C(=O)OC(C)(C)C)C